3-hexylnonyl 9-[N-decyl-4-(dimethylamino)butanamido]-2,2-difluorooctadecanoate C(CCCCCCCCC)N(C(CCCN(C)C)=O)C(CCCCCCC(C(=O)OCCC(CCCCCC)CCCCCC)(F)F)CCCCCCCCC